C(C)(=O)SC1C(CN(CC1)C(=O)OC(C)(C)C)(F)F tert-butyl 4-(acetylthio)-3,3-difluoropiperidine-1-carboxylate